O1[C@@H](COC1)CNC(=O)C1=C(C2=C(CCC3=CN(N=C23)CC2(COC2)C)O1)C N-[(2R)-1,4-Dioxolan-2-ylmethyl]-8-methyl-2-[(3-methyloxetan-3-yl)methyl]-4,5-dihydro-2H-furo[2,3-g]indazole-7-carboxamide